N2-(5-chloro-1H-indol-3-yl)-N1-(methyl-d3)-5-(trifluoromethyl)-1H-benzo[d]imidazole-1,2-diamine hydrochloride Cl.ClC=1C=C2C(=CNC2=CC1)NC1=NC2=C(N1NC([2H])([2H])[2H])C=CC(=C2)C(F)(F)F